(S)-N-((S)-3-(3,4-dihydroisoquinolin-2(1H)-yl)-2-hydroxypropyl)-3-(pyridin-2-yl)piperidine-1-carboxamide C1N(CCC2=CC=CC=C12)C[C@H](CNC(=O)N1C[C@H](CCC1)C1=NC=CC=C1)O